acetic acid 8-bromo-3-methoxy-6,7-dihydro-5H-benzo[7]annulen-9-yl ester BrC=1CCCC2=C(C1OC(C)=O)C=CC(=C2)OC